C1=CC=CC=2C3=CC=CC=C3C(C12)COC(=O)N[C@H]1[C@@H]([C@@H]([C@H](C1)C(=O)O)O)O (1S,2R,3S,4R)-4-((((9H-fluoren-9-yl)methoxy)carbonyl)amino)-2,3-dihydroxycyclopentane-1-carboxylic acid